BrC=1N=C2N(N1)[C@@H](C[C@@H]2O)C2=NC=CC=C2Cl |r| rac-(5S,7S)-2-bromo-5-(3-chloro-2-pyridinyl)-6,7-dihydro-5H-pyrrolo[1,2-b][1,2,4]triazol-7-ol